methyl (1S,3S,4S,6R,7S)-7-fluoro-6-hydroxy-2-((R)-1-phenylethyl)-2-azabicyclo[2.2.1]heptane-3-carboxylate F[C@@H]1[C@H]2N([C@@H]([C@@H]1C[C@H]2O)C(=O)OC)[C@H](C)C2=CC=CC=C2